B(O)(O)O.C(C)[C@@H](C(=O)O)N1C(CCC1)=O (S)-alpha-ethyl-2-oxo-1-pyrrolidineacetic acid anion borate